ClC=1C2=C(N=C(N1)C)N(C=C2)[C@@H]2C=C([C@H]1OC(O[C@H]12)(C)C)C=C 4-chloro-7-((3aS,4R,6aR)-2,2-dimethyl-6-vinyl-3a,6a-dihydro-4H-cyclopenta[d][1,3]dioxol-4-yl)-2-methyl-7H-pyrrolo[2,3-d]pyrimidine